FC1(CCN(CC1)CCOC)C1=NC2=CC=C(C=C2C(N1)=O)C=1C=C(C=2N(C1)C=C(N2)C)F 2-[4-fluoro-1-(2-methoxyethyl)piperidin-4-yl]-6-(8-fluoro-2-methylimidazo[1,2-a]pyridin-6-yl)quinazolin-4(3H)-one